2-(2-amino-ethoxy)-4-[[3-(2,3-difluoro-4-methoxyphenyl)imidazo[1,2-a]pyrazin-8-yl]amino]-2-fluoro-6-methyl-benzamide NCCOC1(C(C(=O)N)C(=CC(=C1)NC=1C=2N(C=CN1)C(=CN2)C2=C(C(=C(C=C2)OC)F)F)C)F